CN1C=C(C=N1)C2=CC=C(C=C2)C3=CN=CC(=C3N4CCC5(CCNC5=O)CC4)Cl The molecule is a chloropyridine that is 3-chloropyridine substituted by a 1-oxo-2,8-diazaspiro[4.5]decan-8-yl group and a 4-(1-methyl-1H-pyrazol-4-yl)phenyl group at positions 4 and 5, respectively. It is an orally bioavailable inhibitor of Wnt signaling (IC50 = 5 nM) and a potent and selective chemical probe for cyclin-dependent kinases CDK8 and CDK19. It has a role as a Wnt signalling inhibitor, an antineoplastic agent and an EC 2.7.11.22 (cyclin-dependent kinase) inhibitor. It is a chloropyridine, a member of pyrazoles and an azaspiro compound.